4-(((1-phenyl-1H-indazol-6-yl)methoxy)methyl)pyridin-2-amine C1(=CC=CC=C1)N1N=CC2=CC=C(C=C12)COCC1=CC(=NC=C1)N